C(C)N1C=C(C=2N=C(NC(C21)=O)C2=C(C=CC(=C2)S(=O)(=O)N2CCN(CC2)CCO)OCCC)CCC 5-ethyl-2-(5-((4-(2-hydroxyethyl)piperazin-1-yl)sulfonyl)-2-propoxyphenyl)-7-propyl-3,5-dihydro-4H-pyrrolo[3,2-d]pyrimidin-4-one